FC1=CC=C(C=C1)N1CCC(CC1)C=O 1-(4-fluorophenyl)piperidine-4-carbaldehyde